butyl-tris(dimethylamino)tin C(CCC)[Sn](N(C)C)(N(C)C)N(C)C